ClC=1C=C(C=CC1)C1=CNC=2N=C(N=C(C21)N2CCC(CC2)O)NC2=CC=C(C=C2)S(=O)(=O)N 4-((5-(3-chlorophenyl)-4-(4-hydroxypiperidin-1-yl)-7H-pyrrolo[2,3-d]pyrimidin-2-yl)amino)benzenesulfonamide